NC1=C(C=C(C=N1)C1=NN2C(=C1)[C@@]1(CN(CC1)C(=O)NC1(CCC1)C1=CC=NC=C1)OCC2)OC(F)(F)F |r| (rac)-2-[6-amino-5-(trifluoromethoxy)pyridin-3-yl]-N-[1-(pyridin-4-yl)cyclobutyl]-6,7-dihydrospiro[pyrazolo[5,1-c][1,4]oxazine-4,3'-pyrrolidine]-1'-carboxamide